CS(=O)(=O)C=1C=C(C=CC1)N1N=C(C=CC1=O)C(=O)OC methyl 1-(3-methanesulfonylphenyl)-6-oxo-pyridazine-3-carboxylate